COC(C1=C(C(=CC=C1)O)Br)=O.C(C)(C)C1=C(C(=O)O)C=CC=C1OCCC1=CC=CC=C1 2-Isopropyl-3-phenethoxybenzoic acid Methyl-2-bromo-3-hydroxybenzoate